7-Cyclopropyl-1-(3-(trifluoromethyl)pyrazin-2-yl)quinazoline-2,4(1H,3H)-dione C1(CC1)C1=CC=C2C(NC(N(C2=C1)C1=NC=CN=C1C(F)(F)F)=O)=O